(1S,2S)- and (1R,2R)-2-(4-bromo-1-cyclobutyl-1H-pyrazol-3-yl)cyclopropane-1-carbonitrile BrC=1C(=NN(C1)C1CCC1)[C@@H]1[C@H](C1)C#N |r|